C(C)(=O)OC1(CNC1)C1=CC(=C(C=C1)CN1N=CC=2N=C(N=C(C21)NCCCC)NC(=O)OC)OC 3-(4-((7-(butylamino)-5-((methoxycarbonyl)amino)-1H-pyrazolo[4,3-d]pyrimidin-1-yl)methyl)-3-methoxyphenyl)azetidin-3-yl acetate